FC1=C(C=CC=C1F)[C@H]([C@H]1[C@@H]2N(C(C=3N1N=CC(C3O)=O)=O)CCC2)C2=CC=CC=C2 (9aR,10S)-10-((R)-(2,3-difluorophenyl)(phenyl)methyl)-4-hydroxy-8,9,9a,10-tetrahydro-7H-pyrrolo[1',2':4,5]pyrazino[1,2-b]pyridazine-3,5-dione